C(CCC)OC(C)(O)OCCCC dibutoxyethanol